O=C(CCCC(=O)O)C 4-oxopentanecarboxylic acid